COC1=C(C=O)C=CC(=C1)C=O 2-methoxyterephthalaldehyde